2-((1-((dimethylamino)methyl)cyclopropyl)methoxy)-7-(8-ethyl-7-fluoro-3-(methoxymethoxy)naphthalen-1-yl)-5,6,7,8-tetrahydropyrido[3,4-d]pyrimidin-4-ol CN(C)CC1(CC1)COC=1N=C(C2=C(N1)CN(CC2)C2=CC(=CC1=CC=C(C(=C21)CC)F)OCOC)O